(S)-quinuclidin-3-yl (6-methoxy-2,2-dimethyl-5-(4-propoxyphenyl)-2,3-dihydro-1H-inden-1-yl)carbamat COC1=C(C=C2CC(C(C2=C1)NC(O[C@@H]1CN2CCC1CC2)=O)(C)C)C2=CC=C(C=C2)OCCC